(S)-2-amino-N-(4-(benzylthio)phenyl)-N-methyl-3-phenylpropanamide N[C@H](C(=O)N(C)C1=CC=C(C=C1)SCC1=CC=CC=C1)CC1=CC=CC=C1